CC1=C(C(=O)P(O)(=O)C2=CC=CC=C2)C(=CC(=C1)C)C.FC(C1=CC2=C(NC(N2)=O)C=C1)(F)F 5-trifluoromethyl-1,3-dihydrobenzimidazol-2-one (2,4,6-Trimethylbenzoyl)phenylphosphinate